8-bromo-2-methyl-6-(3-methyltetrahydrofuran-3-yl)pyrido[4,3-d]pyrimidin-7(6H)-one BrC=1C(N(C=C2C1N=C(N=C2)C)C2(COCC2)C)=O